Cl.N[C@@H]1CN(CCC1)C1=C(C=NC(=C1)NC1=NC(=NC=C1)C1=C(C=CC=C1OC)F)C=1C=NC(=CC1)NCCN(C)C (S)-4-(3-aminopiperidin-1-yl)-N6'-(2-(dimethylamino)ethyl)-N6-(2-(2-fluoro-6-methoxyphenyl)pyrimidin-4-yl)-[3,3'-bipyridin]-6,6'-diamine hydrochloride